4-(5-(4-(2-oxopyrrolidin-1-yl)phenyl)pyridin-3-yl)-1,6-dihydro-7H-pyrazolo[3,4-c]pyridin-7-one O=C1N(CCC1)C1=CC=C(C=C1)C=1C=C(C=NC1)C=1C2=C(C(NC1)=O)NN=C2